5-hydroxy-1-(3-fluorobenzyl)hydantoin OC1C(NC(N1CC1=CC(=CC=C1)F)=O)=O